(2-(2-(3-aminopyrrolidin-1-yl) ethoxy) ethyl) carbamate C(N)(OCCOCCN1CC(CC1)N)=O